3-Methyl-imidazole CN1C=NC=C1